3-(difluoromethyl)piperidine-1,3-dicarboxylic acid 1-benzyl ester 3-ethyl ester C(C)OC(=O)C1(CN(CCC1)C(=O)OCC1=CC=CC=C1)C(F)F